N1N=NC(=C1)C1CN(CCC1)C=1C2=C(N=C(N1)OCC13CCCN3CCC1)C(=C(N=C2)C2=CC=CC1=CC=CC(=C21)Cl)F 4-(3-(1H-1,2,3-triazol-4-yl)piperidin-1-yl)-7-(8-chloronaphthalen-1-yl)-8-fluoro-2-((tetrahydro-1H-pyrrolizin-7a(5H)-yl)methoxy)pyrido[4,3-d]pyrimidine